FC1=CC=C(C=C1)C#CC=1C=C(C(=O)O)C=CC1S(=O)(=O)CC1=NN(C=C1)C 3-((4-fluorophenyl)ethynyl)-4-(((1-methyl-1H-pyrazol-3-yl)methyl)sulfonyl)benzoic acid